2,2'-(6-((Carboxymethyl)(methyl)amino)-6-methyl-1,4-diazepane-1,4-diyl)diacetat C(=O)(O)CN(C1(CN(CCN(C1)CC(=O)[O-])CC(=O)[O-])C)C